[4-(2-methylsulfonyloxyethyl)cyclohexyl] 4-[2-[3-(4-amino-1-isopropyl-pyrazolo[3,4-d]pyrimidin-3-yl)-5-cyclopropyl-isoxazol-4-yl]pyrimidin-5-yl]piperidine-1-carboxylate NC1=C2C(=NC=N1)N(N=C2C2=NOC(=C2C2=NC=C(C=N2)C2CCN(CC2)C(=O)OC2CCC(CC2)CCOS(=O)(=O)C)C2CC2)C(C)C